BrC1=CC=C(C2=CC=CC=C12)[C@H](C)N (S)-1-(4-bromonaphthalen-1-yl)ethan-1-amine